1-Hexyl-1-butylpiperidinium triflat [O-]S(=O)(=O)C(F)(F)F.C(CCCCC)[N+]1(CCCCC1)CCCC